tert-Butyl 4-[1-(ethylamino)propyl]piperidine-1-carboxylate C(C)NC(CC)C1CCN(CC1)C(=O)OC(C)(C)C